C(C)OCOC1=C(C(=CC(=C1)C(F)(F)F)C)C1=CC2=C(N=N1)N(C=C2)[C@H]2CN(CCC2)C(=O)OC(C)(C)C tert-butyl (R)-3-(3-(2-(ethoxymethoxy)-6-methyl-4-(trifluoromethyl)phenyl)-7H-pyrrolo[2,3-c]pyridazin-7-yl)piperidine-1-carboxylate